(+)-indoline-2-formic acid N1C(CC2=CC=CC=C12)C(=O)O